N1CC(C1)C1=CC=2N(C=C1)C=CN2 7-(azetidin-3-yl)imidazo[1,2-a]pyridine